2-amino-9-((2r,3s,4r,5r)-4-fluoro-3-hydroxy-5-(2-hydroxyprop-2-yl)tetrahydrofuran-2-yl)-7-(prop-2-yn-1-yl)-7,9-dihydro-1H-purine-6,8-dione NC=1NC(C=2N(C(N(C2N1)[C@@H]1O[C@@H]([C@@H]([C@H]1O)F)C(C)(C)O)=O)CC#C)=O